C([O-])([O-])=O.[Mn+2].ClC=1C=C2N=C(C(=NC2=CC1Cl)N1CCC(CCC1)(F)F)C(=O)NC1=CC(=CC=C1)S(N)(=O)=O 6,7-dichloro-2-(4,4-difluoroazepan-1-yl)-N-(3-sulfamoylphenyl)quinoxaline-3-carboxamide manganese(II) carbonate